ClC=1C=CC(=C(C1)CC(=O)NC1=CC(=NC=C1)C(=O)NC1C(CNCC1)(F)F)O 4-[[2-(5-chloro-2-hydroxy-phenyl)acetyl]amino]-N-(3,3-difluoro-4-piperidinyl)pyridine-2-carboxamide